(4-hydroxyphenyl)(4-carboxyphenyl)methanone OC1=CC=C(C=C1)C(=O)C1=CC=C(C=C1)C(=O)O